C(=O)(O)C1=CC=C(C=C1)C1=CC=C(C=C1)C(=O)O.[Na] sodium 4,4'-dicarboxyl-biphenyl